NC1=NC=C(C2=C1C(=CS2)C2=CC=C(C=C2)NC(=O)NC2=CC(=CC=C2)F)C=2C=NN(C2)CCO 1-(4-(4-amino-7-(1-(2-hydroxyethyl)-1H-pyrazol-4-yl)thieno[3,2-c]pyridin-3-yl)phenyl)-3-(3-fluorophenyl)urea